7-chloro-5-(2,4-difluorophenyl)-3-methoxy-2-methyl-1,6-naphthyridine ClC1=NC(=C2C=C(C(=NC2=C1)C)OC)C1=C(C=C(C=C1)F)F